S1C=C(C2=C1C=CC=C2)CN2C(OC1(C2)CC(CCC1)CN1C=NC2=C1C=C(C=C2)C#N)=O 1-{[3-(1-benzothien-3-ylmethyl)-2-oxo-1-oxa-3-azaspiro[4.5]dec-7-yl]methyl}-1H-benzimidazole-6-carbonitrile